C(#N)C(C)(C)C1=CC=C(C=C1)C=1C(=CC=CC1)C(=O)O 4'-(2-cyanopropan-2-yl)[1,1'-biphenyl]-2-carboxylic acid